titanium dioxide, barium salt [Ba+2].[O-2].[O-2].[Ti+4]